(5-(2-aminopyridin-3-yl)isoxazol-3-yl)methanol NC1=NC=CC=C1C1=CC(=NO1)CO